ONC(=O)C=1C=NC(=NC1)N(C)CC1=CC=2N=C(N=C(C2S1)N1CCOCC1)C1=CC(=CC=C1)SCCO N-Hydroxy-2-(((2-(3-(2-hydroxyethylthio)phenyl)-4-morpholinothieno[3,2-d]pyrimidin-6-yl)methyl)(methyl)amino)pyrimidine-5-carboxamide